CC=1N(C2=CC=CC=C2C1C(=O)NCC=1C(NC(=CC1SC)C)=O)[C@H](C)C1CCC(CC1)NC(=O)C1(COC1)C (R)-2-methyl-N-((6-methyl-4-(methylthio)-2-oxo-1,2-dihydropyridin-3-yl)methyl)-1-(1-(4-(3-methyloxetane-3-carboxamido)cyclohexyl)ethyl)-1H-indole-3-carboxamide